3-(4-Amino-1-((2R,3R,4S,5S)-3,4-dihydroxy-5-((((3-methyl-5-phenylisoxazol-4-yl)methyl)thio)methyl)tetrahydrofuran-2-yl)-1H-pyrazolo[3,4-d]pyrimidin-3-yl)benzonitrile NC1=C2C(=NC=N1)N(N=C2C=2C=C(C#N)C=CC2)[C@@H]2O[C@@H]([C@H]([C@H]2O)O)CSCC=2C(=NOC2C2=CC=CC=C2)C